FC=1C(=C(C=CC1F)[C@@H]1[C@H](O[C@]([C@H]1C)(C(F)(F)F)C)C(=O)NC1=NC=CC(=C1)C(=O)N)OC 2-[[(2S,3R,4S,5R)-3-(3,4-Difluoro-2-methoxy-phenyl)-4,5-dimethyl-5-(trifluoromethyl)tetrahydrofuran-2-carbonyl]amino]pyridin-4-carboxamid